(R)-3,5-dimethyl-2-(7-(1-methylpiperidin-3-yl)pyrazino[2,3-b]pyrazin-2-yl)phenol CC=1C(=C(C=C(C1)C)O)C=1C=NC=2C(=NC(=CN2)[C@H]2CN(CCC2)C)N1